tert-butyl (2-amino-3-fluorophenyl)carbamate NC1=C(C=CC=C1F)NC(OC(C)(C)C)=O